N-(4-chloro-5-cyano-2-(hydroxymethyl)phenyl)pivaloyl-amide ClC1=CC(=C(C=C1C#N)[N-]C(C(C)(C)C)=O)CO